(5-PYRIMIDINYLOXY)-ACETALDEHYDE N1=CN=CC(=C1)OCC=O